(6aR)-8-tert-Butoxycarbonyl-1-((2S,6R)-2,6-dimethylmorpholino)-4-chloro-3-(2-fluoro-6-hydroxyphenyl)-6,6a,7,8,9,10-hexahydro-12H-pyrazino[2,1-c]pyrido[3,4-f][1,4]oxazepin-12-one C(C)(C)(C)OC(=O)N1C[C@@H]2COC3=C(C(N2CC1)=O)C(=NC(=C3Cl)C3=C(C=CC=C3O)F)N3C[C@@H](O[C@@H](C3)C)C